[Cl-].C(CCCCCCCCCCCCCCCCC)OC(CC(C[NH+](C)C)O)COCCCCCCCCCCCCCCCCCC rac-[(2,3-dioctadecyl-oxypropyl)(2-hydroxyethyl)]-dimethylammonium chloride